(R)-4-((1-(3-(Difluoromethyl)-2-fluorophenyl)ethyl)amino)-6-(1-(fluoromethyl)cyclopropyl)-2-Methyl-8-morpholinopyrido[4,3-d]pyrimidin-7(6H)-one FC(C=1C(=C(C=CC1)[C@@H](C)NC=1C=2C(N=C(N1)C)=C(C(N(C2)C2(CC2)CF)=O)N2CCOCC2)F)F